(2R,3R,4S,5R)-2-{4-amino-5-bromo-7H-pyrrolo[2,3-d]pyrimidin-7-yl}-5-[(1E)-2-(pyrrolidin-3-yl)ethenyl]oxolane NC=1C2=C(N=CN1)N(C=C2Br)[C@@H]2O[C@H](CC2)\C=C\[C@@H]2CNCC2